N-(2-(5-((2R,3R)-3-amino-2-methylpiperidine-1-carbonyl)-7-methoxy-1-methyl-1H-benzo[d]imidazol-2-yl)-1-cyclopropyl-1H-pyrrolo[2,3-b]pyridin-6-yl)-N-methylmethanesulfonamide N[C@H]1[C@H](N(CCC1)C(=O)C1=CC2=C(N(C(=N2)C2=CC=3C(=NC(=CC3)N(S(=O)(=O)C)C)N2C2CC2)C)C(=C1)OC)C